3-fluoro-5-((2-oxo-8-azaspiro[4.5]decan-8-yl)sulfonyl)benzonitrile FC=1C=C(C#N)C=C(C1)S(=O)(=O)N1CCC2(CCC(C2)=O)CC1